ClCCCC1(C(C=CC=C1)OCC)OC1(C(C=CC=C1)OCC)CCCCl 1-(3-chloropropyl)-2-ethoxyphenyl ether